F[C@@]12[C@@H](CN(CC1)C(=O)OC(C)(C)C)CN(C2=O)C(=O)OC(C)(C)C di-tert-butyl (3aS,7aR)-7a-fluoro-1-oxohexahydro-2H-pyrrolo[3,4-c]Pyridine-2,5(3H)-dicarboxylate